(±)-tert-butyl 5-methoxy-4-(((trans)-2-(4-(methoxycarbonyl)phenyl)-4-((2,2,2-trifluoroethyl)amino)piperidin-1-yl)methyl)-7-methyl-1H-indole-1-carboxylate COC=1C(=C2C=CN(C2=C(C1)C)C(=O)OC(C)(C)C)CN1[C@H](C[C@@H](CC1)NCC(F)(F)F)C1=CC=C(C=C1)C(=O)OC |r|